OCC(C)N1CNC(C2=C1C(=NC(=C2)C2=CC=C(C=C2)C(F)(F)F)C=2C=NN(C2)C)=O (1-hydroxypropan-2-yl)-8-(1-methyl-1H-pyrazol-4-yl)-6-(4-(trifluoromethyl)phenyl)2,3-dihydropyrido[3,4-d]pyrimidin-4(1H)-one